(methylsulfonylmethyl)-7-azaspiro[3.5]Nonane-7-carboxylic acid tert-butyl ester C(C)(C)(C)OC(=O)N1CCC2(CCC2CS(=O)(=O)C)CC1